(4-benzyloxy-4-oxobutyl)-bis[2-(tert-butoxycarbonylamino)ethyl]-(2-tert-butoxy-2-oxo-ethyl)ammonium C(C1=CC=CC=C1)OC(CCC[N+](CC(=O)OC(C)(C)C)(CCNC(=O)OC(C)(C)C)CCNC(=O)OC(C)(C)C)=O